OC(C(O)=O)CCCCCCCC 2-hydroxyCapric acid